dimethyl (2-ethylbutylidene)malonate C(C)C(C=C(C(=O)OC)C(=O)OC)CC